C1(CC1)C1=NC=NC(=C1C1=NC=2CCC(CC2C(=N1)NCC1=CC=C(C=C1)C=1N(C=C(N1)C(F)(F)F)C)NCC#N)OC 2-((2-(4-cyclopropyl-6-methoxypyrimidin-5-yl)-4-((4-(1-methyl-4-(trifluoro-methyl)-1H-imidazol-2-yl)benzyl)amino)-5,6,7,8-tetrahydroquinazolin-6-yl)amino)acetonitrile